FC=1C=C(C=NC1)[C@@H]1[C@](C1)(C(=O)NS(=O)(=O)C=1C=2C=CC(=NC2C=CC1)C)C1=C(C=CC(=C1)C)OC (1S,2R)-2-(5-fluoropyridin-3-yl)-1-(2-methoxy-5-methylphenyl)-N-(2-methylquinoline-5-sulfonyl)cyclopropane-1-carboxamide